diethyl ({3-[(5-bromopyridin-2-yl)oxy]phenyl} methyl)phosphonate BrC=1C=CC(=NC1)OC=1C=C(C=CC1)CP(OCC)(OCC)=O